C(CCC#N)#N succinonitrile